pyrazolyl sulfone N1N=C(C=C1)S(=O)(=O)C1=NNC=C1